F[C@H]1C[C@H](CC1)NC1=NC=C(C#N)C=C1 6-(((1S,3R)-3-fluorocyclopentyl)amino)nicotinonitrile